CS(=O)(=O)O[C@@H](C)C[C@H](C=C)CO[Si](C1=CC=CC=C1)(C1=CC=CC=C1)C(C)(C)C (2S,4R)-4-(((TERT-BUTYLDIPHENYLSILYL)OXY)METHYL)HEX-5-EN-2-YL METHANESULFONATE